COC=1C=C(OC2=NC=CC=C2C2=CC=NC=C2)C=C(C1)O[C@@H]1COCC1 (S)-2-(3-methoxy-5-((tetrahydrofuran-3-yl)oxy)phenoxy)-3,4'-bipyridine